2-Fluorophenylacetonitrile FC1=C(C=CC=C1)CC#N